4,4'-bis-(2-anilino-4-(1-methyl-2-hydroxy-ethylamino)-s-triazin-6-ylamino)-stilbene-2,2'-disulfonate N(C1=CC=CC=C1)C1=NC(=NC(=N1)NC(CO)C)NC=1C=C(C(=CC1)C=CC=1C(=CC(=CC1)NC1=NC(=NC(=N1)NC1=CC=CC=C1)NC(CO)C)S(=O)(=O)[O-])S(=O)(=O)[O-]